4-(1-((3-(trifluoromethyl)phenyl)sulfonyl)-1H-pyrrolo[2,3-c]pyridin-4-yl)benzonitrile FC(C=1C=C(C=CC1)S(=O)(=O)N1C=CC=2C1=CN=CC2C2=CC=C(C#N)C=C2)(F)F